Cl.NCC1=NOC(C1)(C(=O)OCC)CC1=CC(=CC=C1)OC(F)(F)F ethyl 3-(aminomethyl)-5-(3-(trifluoromethoxy)benzyl)-4,5-dihydroisoxazole-5-carboxylate hydrochloride